1-{5-methyl-6-Phenyl-pyrrolo[2,3-b]Pyrazine-7-carbonyl}-3-[2-(trifluoromethoxy)phenoxymethyl]Piperidine CN1C(=C(C=2C1=NC=CN2)C(=O)N2CC(CCC2)COC2=C(C=CC=C2)OC(F)(F)F)C2=CC=CC=C2